CN1C=NC2=C1C=C(C(=C2)C2=CC=CN1C(=CC=C21)C(=O)N2CCNCC2)C(F)(F)F (8-(1-methyl-6-(trifluoromethyl)-1H-benzo[d]imidazol-5-yl)indolizin-3-yl)(piperazin-1-yl)methanone